3-[(E)-2-[5-(diethylaminomethyl)-2-pyridyl]vinyl]-6-[2-(Ethylcarbamoyl)phenyl]sulfonamido-indazole-1-carboxylate C(C)N(CC)CC=1C=CC(=NC1)/C=C/C1=NN(C2=CC(=CC=C12)NS(=O)(=O)C1=C(C=CC=C1)C(NCC)=O)C(=O)[O-]